(2R,3R,4S,5S,6R)-2-azido-6-(hydroxymethyl)tetrahydro-2H-pyran-3,4,5-triol N(=[N+]=[N-])[C@@H]1O[C@@H]([C@H]([C@@H]([C@H]1O)O)O)CO